4-Chloro-3-(4'-fluoro-2'-methoxy-[1,1'-biphenyl]-4-yl)-7-methoxy-2-methylquinoline ClC1=C(C(=NC2=CC(=CC=C12)OC)C)C1=CC=C(C=C1)C1=C(C=C(C=C1)F)OC